(3R)-N-[6-(5-chloro-1,3-benzoxazol-2-yl)spiro[3.3]Heptane-2-yl]-1-methyl-5-oxo-pyrrolidine-3-carboxamide ClC=1C=CC2=C(N=C(O2)C2CC3(CC(C3)NC(=O)[C@H]3CN(C(C3)=O)C)C2)C1